3-[1-(2,6-dichloro-3-fluoro-phenyl)-ethoxy]-5-(3,4-dichloro-phenyl)-pyridin-2-ylamine ClC1=C(C(=CC=C1F)Cl)C(C)OC=1C(=NC=C(C1)C1=CC(=C(C=C1)Cl)Cl)N